ClC1=C(C=CC=C1Cl)S 2,3-dichloro-thiophenol